COC1=CC=C(CN(C2=NC=C(C=C2C2=NC=C(C=C2)C(=O)N(C)C)Br)CC2=CC=C(C=C2)OC)C=C1 2'-(bis(4-methoxybenzyl)amino)-5'-bromo-N,N-dimethyl-[2,3'-bipyridine]-5-carboxamide